ClC1=C(CN2C(N([C@H](C3=CC=C(C=C23)C(=O)NCC2=C(C=C(C=C2)F)OC)C)C)=O)C(=CC=C1)F (S)-1-(2-chloro-6-fluorobenzyl)-N-(4-fluoro-2-methoxybenzyl)-3,4-dimethyl-2-oxo-1,2,3,4-tetrahydroquinazoline-7-carboxamide